sodium 3-(4-(1,1-bis(hexyloxy)ethyl)pyridinium-1-yl)propane-1-sulfonate C(CCCCC)OC(C)(OCCCCCC)C1=CC=[N+](C=C1)CCCS(=O)(=O)[O-].[Na]